potassium hydrogen phthalate C(C=1C(C(=O)[O-])=CC=CC1)(=O)O.[K+]